N1NNC2CN(CC=C21)C(=O)N tetrahydro-5H-[1,2,3]triazolo[4,5-c]pyridine-5-carboxamide